tert-butyl 2,6-dimethyl-4-oxopiperidine-1-carboxylate CC1N(C(CC(C1)=O)C)C(=O)OC(C)(C)C